(S)-3-((Benzyloxy)methyl)-4-ethyl-1-(7-fluoro-4-isopropyl-2-(2-methylpiperidin-1-yl)quinolin-6-yl)-1H-1,2,4-triazol-5(4H)-one C(C1=CC=CC=C1)OCC1=NN(C(N1CC)=O)C=1C=C2C(=CC(=NC2=CC1F)N1[C@H](CCCC1)C)C(C)C